(±)-1-Cyclopropyl-2-((methylsulfinyl)methyl)-4-nitrobenzene C1(CC1)C1=C(C=C(C=C1)[N+](=O)[O-])C[S@](=O)C |r|